didotriacontyl itaconate C(C(=C)CC(=O)OCCCCCCCCCCCCCCCCCCCCCCCCCCCCCCCC)(=O)OCCCCCCCCCCCCCCCCCCCCCCCCCCCCCCCC